5,7-difluoro-1-((2-(trimethylsilyl)ethoxy)methyl)-3-vinyl-1H-indazole FC=1C=C2C(=NN(C2=C(C1)F)COCC[Si](C)(C)C)C=C